(N-(2-amino-1-methyl-2-oxo-ethyl)-4-fluoro-anilino)thiazole NC(C(C)N(C1=CC=C(C=C1)F)C=1SC=CN1)=O